7-iodo-3,4-dihydro-1H-2-benzopyran-1-one IC1=CC2=C(CCOC2=O)C=C1